1-(3-methyloxetan-3-yl)-1H-1,2,3-triazol CC1(COC1)N1N=NC=C1